(2R,3S)-3-((5-fluoro-2-(7-methyl-2-propoxyquinoxalin-5-yl)benzo[d]thiazol-6-yl)oxy)butan-2-yl (2-methylpyrimidin-5-yl)carbamate CC1=NC=C(C=N1)NC(O[C@H](C)[C@H](C)OC1=CC2=C(N=C(S2)C2=C3N=CC(=NC3=CC(=C2)C)OCCC)C=C1F)=O